C(C)(C)(C)OC(=O)N1CCN(CC1)C=1C=C2C3=C(NC2=CC1)N=CC=C3 4-(9H-pyrido[2,3-b]indol-6-yl)piperazine-1-carboxylic acid tert-butyl ester